(E)-5-((3,5-difluorophenyl)sulfonyl)-3-(2-(pyridin-2-yl)vinyl)-1H-pyrazolo[3,4-c]pyridine FC=1C=C(C=C(C1)F)S(=O)(=O)C=1C=C2C(=CN1)NN=C2\C=C\C2=NC=CC=C2